3-[4-fluoro-5-[4-[[1-[2-[(2S)-2-methylpiperazin-1-yl]ethyl]-4-piperidyl]methyl]piperazin-1-yl]-1-oxo-isoindolin-2-yl]piperidine-2,6-dione FC1=C2CN(C(C2=CC=C1N1CCN(CC1)CC1CCN(CC1)CCN1[C@H](CNCC1)C)=O)C1C(NC(CC1)=O)=O